OC1=CC=C(C=C1)\C(=C(/CC)\C1=CC=CC=C1)\C1=CC=C(C=C1)N1CCN(CC1)C(=O)N1CCN(CC1)C=1C=C2CN(C(C2=CC1)=O)C1C(NC(CC1)=O)=O (E)-3-(5-(4-(4-(4-(1-(4-hydroxyphenyl)-2-phenylbut-1-en-1-yl)phenyl)piperazine-1-carbonyl)piperazin-1-yl)-1-oxoisoindolin-2-yl)piperidine-2,6-dione